BrC=1C(=NC(=NC1)NC1=C(C=C(C(=C1)C=1C=NN(C1)C)N1CCC(CC1)N1CCNCC1)OC1CCC1)NC1=C(C=C(C=C1)F)P(C)(C)=O (2-((5-bromo-2-((2-cyclobutyloxy-5-(1-methyl-1H-pyrazol-4-yl)-4-(4-(piperazin-1-yl)piperidin-1-yl)phenyl)amino)pyrimidin-4-yl)amino)-5-fluorophenyl)dimethylphosphine oxide